CC1NC2=C(C(N(C=3C=CC(=CC23)[N+](=O)[O-])C)=O)OC1 2,6-dimethyl-9-nitro-2,3-dihydro-1H-[1,4]oxazino[2,3-c]quinolin-5(6H)-one